O=C1OC(CC1C1C=C(C2C(C1)C(=O)OC2=O)C)=O 5-(2,5-dioxotetrahydro-3-furanyl)3-methyl-3-cyclohexen-1,2-dicarboxylic anhydride